[Li].CC(C)(C)[S@@](=O)N[C@@H]1C2=C(OC13CCNCC3)C=CC=C2 (R)-2-methyl-N-((R)-3H-spiro[benzofuran-2,4'-piperidine]-3-yl)propane-2-sulfinamide Lithium